(1S,2S,5R)-5-(4-chlorobenzyl)-2-chloromethyl-2-methyl-1-(1H-1,2,4-triazol-1-ylmethyl)cyclopentanol ClC1=CC=C(C[C@H]2CC[C@]([C@]2(O)CN2N=CN=C2)(C)CCl)C=C1